1-(tert-butyl)-N-(2-methyl-4-(6-morpholinopyrrolo[2,1-f][1,2,4]triazin-4-yl)benzyl)-1H-pyrazole-3-carboxamide C(C)(C)(C)N1N=C(C=C1)C(=O)NCC1=C(C=C(C=C1)C1=NC=NN2C1=CC(=C2)N2CCOCC2)C